ethylene glycol octadecanoate C(CCCCCCCCCCCCCCCCC)(=O)OCCO